4-[3-[2-Chloro-6-methyl-4-[(2R,5R)-2,4,5-trimethylpiperazin-1-yl]benzoyl]-2,4-dihydro-1,3-benzoxazin-8-yl]-5-fluoro-2-(3-oxa-8-azabicyclo[3.2.1]oct-8-yl)benzoic acid ClC1=C(C(=O)N2COC3=C(C2)C=CC=C3C3=CC(=C(C(=O)O)C=C3F)N3C2COCC3CC2)C(=CC(=C1)N1[C@@H](CN([C@@H](C1)C)C)C)C